4-fluoro-N-{phenyl[4-(propan-2-yl)phenyl]methyl}-1-[2-(4H-1,2,4-triazol-3-yl)acetyl]pyrrolidine-2-carboxamide FC1CC(N(C1)C(CC1=NN=CN1)=O)C(=O)NC(C1=CC=C(C=C1)C(C)C)C1=CC=CC=C1